CS(=O)(C)=NC(=O)C=1C=CC(=C(C(=O)O)C1)C(NC1=NC=CC(=C1)N1CCC(CC1)(C)C)=O 5-{[dimethyl(oxo)-λ6-sulfanylidene]carbamoyl}-2-{[4-(4,4-dimethylpiperidin-1-yl)pyridin-2-yl]carbamoyl}benzoic acid